ethyl (E)-5,5-dimethyl-2-[p-(2-thienyl)benzoylamino]-3-hexenoate CC(/C=C/C(C(=O)OCC)NC(C1=CC=C(C=C1)C=1SC=CC1)=O)(C)C